(E)-2-cyclopropylvinylboronic acid pinacol ester C1(CC1)/C=C/B1OC(C)(C)C(C)(C)O1